COC=1C=C(C(=O)O[Li])C=CC1N1[C@H]2CN([C@@H](C1)C2)C lithio 3-methoxy-4-[(1R,4R)-5-methyl-2,5-diazabicyclo[2.2.1]heptan-2-yl]benzoate